ClCC1=C(C(=O)Cl)C=CC=C1 2-(chloromethyl)benzoyl chloride